(2,3-dioleoyl-propyl)-methylamine C(CCCCCCC\C=C/CCCCCCCC)(=O)C(CNC)CC(CCCCCCC\C=C/CCCCCCCC)=O